3-[5-(difluoromethyl)-1,3,4-thiadiazol-2-yl]-N-[3-(fluoromethyl)oxetan-3-yl]-1-methyl-7-[1-(2-methylpropanoyl)-3,6-dihydro-2H-pyridin-4-yl]-2-oxo-benzimidazole-5-sulfonamide FC(C1=NN=C(S1)N1C(N(C2=C1C=C(C=C2C=2CCN(CC2)C(C(C)C)=O)S(=O)(=O)NC2(COC2)CF)C)=O)F